3-methyl-2-oxo-2H-chromen CC=1C(OC2=CC=CC=C2C1)=O